7-(6-chloro-1-(2-isopropyl-4-methylpyridin-3-yl)-7-(2-methoxyphenyl)-2-oxo-1,2-dihydropyrido[2,3-d]pyrimidin-4-yl)-2,7-diazaspiro[4.4]nonane-2-carboxylic acid tert-butyl ester C(C)(C)(C)OC(=O)N1CC2(CC1)CN(CC2)C=2C1=C(N(C(N2)=O)C=2C(=NC=CC2C)C(C)C)N=C(C(=C1)Cl)C1=C(C=CC=C1)OC